FC1=CC=C(C=C1)[C@@H](C)NC(=O)C1=NN2C(C(NC(=C2)C2=CC=3CCCCC3C=C2)=O)=C1 N-[(1R)-1-(4-Fluorophenyl)ethyl]-4-oxo-6-(5,6,7,8-tetrahydronaphthalen-2-yl)-4,5-dihydropyrazolo[1,5-a]pyrazine-2-carboxamide